C12(CC(C1)C2)NC2=C(C(=O)NC=1C(=NC(=CC1)OC)C)C=CC(=C2)C(F)(F)F 2-(bicyclo[1.1.1]pentan-1-ylamino)-N-(6-methoxy-2-methylpyridin-3-yl)-4-(trifluoromethyl)-benzamide